5,5-difluoro-3-methanesulfonyl-1-(2-methylpropoxy)-4H,5H,6H-cyclopenta[c]Thiophene-4-ol FC1(C(C=2C(=C(SC2S(=O)(=O)C)OCC(C)C)C1)O)F